5-(5-bromo-2-methylphenyl)pent-4-yn-1-ol BrC=1C=CC(=C(C1)C#CCCCO)C